1-isocyanato-3-methylbenzene N(=C=O)C1=CC(=CC=C1)C